CC=1N=C2N(N=C(C=C2C(F)(F)F)B2OC(C(O2)(C)C)(C)C)C1 2-methyl-6-(4,4,5,5-tetramethyl-1,3,2-dioxaborolan-2-yl)-8-(trifluoromethyl)imidazo[1,2-b]pyridazine